3-amino-7-chloro-4-(7-chloro-1H-indazol-4-yl)-1H-quinolin-2-one NC=1C(NC2=CC(=CC=C2C1C1=C2C=NNC2=C(C=C1)Cl)Cl)=O